NC1C(OC2=C3C(=C(C=C2C1)C(=O)OC)C=CC=C3)C3=C(C=C(C(=C3)F)F)F Methyl 3-amino-2-(2,4,5-trifluorophenyl)-3,4-dihydro-2H-benzo[H]chromene-6-carboxylate